O=C1N(CCC(N1)=O)C1=NN(C2=CC(=CC=C12)CCCCCCCCCCC=O)C 11-(3-(2,4-dioxotetrahydropyrimidin-1(2H)-yl)-1-methyl-1H-indazol-6-yl)undecanal